2-[(5-fluoro-3-pyridyl)oxymethyl]-6-[4-fluoro-2-(trifluoromethyl)phenyl]imidazo[1,2-a]pyrimidine FC=1C=C(C=NC1)OCC=1N=C2N(C=C(C=N2)C2=C(C=C(C=C2)F)C(F)(F)F)C1